8-((6-(3-fluoro-phenyl)pyridin-3-yl)sulfonyl)-N-hydroxy-3-methyl-3,8-diazabicyclo-[3.2.1]octane-1-carboxamide FC=1C=C(C=CC1)C1=CC=C(C=N1)S(=O)(=O)N1C2(CN(CC1CC2)C)C(=O)NO